2-(3-((2-(tert-butyl)-4-chlorophenoxy)methyl)azetidin-1-yl)-2-oxoacetic acid C(C)(C)(C)C1=C(OCC2CN(C2)C(C(=O)O)=O)C=CC(=C1)Cl